(4-((diethoxyphosphoryl)oxy)benzyl)lysine C(C)OP(=O)(OCC)OC1=CC=C(CN[C@@H](CCCCN)C(=O)O)C=C1